FC1(CCC(CC1)[C@H](NC(=O)C=1N=NN(C1)CC(F)(F)F)C1=NC2=C(N1)C=C(C=C2)[C@@H](C)NC(CCC(F)(F)F)=O)F N-[(S)-(4,4-Difluorocyclohexyl)-[6-[(1R)-1-(4,4,4-trifluorobutanoylamino)ethyl]-1H-benzimidazol-2-yl]methyl]-1-(2,2,2-trifluoroethyl)triazole-4-carboxamide